4-(chloromethyl)-N,N-diethylbenzamide ClCC1=CC=C(C(=O)N(CC)CC)C=C1